FCCOC=1C=C(C(=O)NC)C=CC1NCC#CC=1N(C2=CC=CC(=C2C1)NC1CCC(CC1)N(C)C)CC(F)(F)F 3-(2-fluoroethoxy)-N-methyl-4-{[3-(4-{[(1R,4R)-4-(dimethyl-amino)cyclohexyl]amino}-1-(2,2,2-trifluoro-ethyl)-1H-indol-2-yl)prop-2-yn-1-yl]amino}benzamide